C(C)OC(=O)C=1C=C(C=CC1)NC(NC=1SC=C(C1C(=O)OCC)C)=O Ethyl 2-(3-(3-(ethoxycarbonyl) phenyl) ureido)-4-methylthiophene-3-carboxylate